ClC1=CC(=C(C=C1Cl)NC(=O)N[C@@H](C)C=1N(N=CN1)C1=NC=CC=N1)F 1-(4,5-dichloro-2-fluoro-phenyl)-3-[(1S)-1-(2-pyrimidin-2-yl-1,2,4-triazol-3-yl)ethyl]urea